1,2,3,4-tetraazabenzene N1=NN=NC=C1